2,4-dichloro-6-(2-chloroanilino)-1,3,5-triazine ClC1=NC(=NC(=N1)Cl)NC1=C(C=CC=C1)Cl